3,4-bis(4-hydroxyphenyl)furan-2-one OC1=CC=C(C=C1)C1C(OC=C1C1=CC=C(C=C1)O)=O